M-methyl-4-((1-methyl-1H-benzo[d][1,2,3]triazol-6-yl)ethynyl)-N6-(pyridin-2-yl)-2,7-naphthyridine-1,6-diamine CC=1C(=NC=CC1)NC=1C=C2C(=CN=C(C2=CN1)N)C#CC=1C=CC2=C(N(N=N2)C)C1